ClC1=CC=C(C=C1)C1=CC2=C(N=CN(C2=O)C(CO)CO)C(=N1)C=1C=NC=CC1 6-(4-chlorophenyl)-3-(1,3-dihydroxypropan-2-yl)-8-(pyridin-3-yl)pyrido[3,4-d]pyrimidin-4(3H)-one